COC=1N=C2C(=C3C(=NC2=CC1OCCCN1CCCC1)CCC3)N[C@@H](COC)C 2-methoxy-N-[(2R)-1-methoxypropan-2-yl]-3-[3-(pyrrolidin-1-yl)propoxy]-6H,7H,8H-cyclopenta[b]1,5-naphthyridin-9-amine